2-O-octyl-3-O-(2-hydroxyisobutyl)ascorbic acid C(CCCCCCC)OC=1C(=O)O[C@@H](C1OCC(C)(C)O)[C@@H](O)CO